CN(C=1C=CC=C(C(=O)O)C1)C 5-(dimethylamino)benzoic acid